CN(C)\C=C(\C(=O)OCC)/C(C)=O Ethyl (E)-2-((dimethylamino)methylene)-3-oxobutanoate